2,4,6,8-tetrakis(methylamino)-2,4,6,8-tetramethylcyclotetrasiloxane CN[Si]1(O[Si](O[Si](O[Si](O1)(C)NC)(C)NC)(C)NC)C